6-((1-acryloylpiperidin-4-yl)oxy)-4-((4-chloro-3-(hydroxymethyl)phenyl)-amino)-7-methoxy-quinoline-3-carbonitrile C(C=C)(=O)N1CCC(CC1)OC=1C=C2C(=C(C=NC2=CC1OC)C#N)NC1=CC(=C(C=C1)Cl)CO